(6-((2-((2-methoxy-5-(1-methyl-1H-pyrazol-4-yl)-4-((3s,5R)-3,4,5-trimethyl-piperazin-1-yl)phenyl)amino)-7H-pyrrolo[2,3-d]pyrimidin-4-yl)amino)quinoxalin-5-yl)dimethyl-phosphine oxide COC1=C(C=C(C(=C1)N1C[C@@H](N([C@@H](C1)C)C)C)C=1C=NN(C1)C)NC=1N=C(C2=C(N1)NC=C2)NC=2C(=C1N=CC=NC1=CC2)P(C)(C)=O